FC1=C(C(=C(C=C1F)F)F)SCCCCNC(OC(C)(C)C)=O tert-butyl (4-((2,3,5,6-tetrafluorophenyl)thio)butyl)carbamate